(2R,3R)-2-(2,5-difluorophenyl)-3-((2-(pyridin-4-yl)propyl)disulfanyl)-1-(1H-1,2,4-triazol-1-yl)butan-2-ol FC1=C(C=C(C=C1)F)[C@@](CN1N=CN=C1)([C@@H](C)SSCC(C)C1=CC=NC=C1)O